2-(1H-indol-3-yl)-N,N-dimethylethan-1-amine-1,1,2-d3 N1C=C(C2=CC=CC=C12)C(C(N(C)C)([2H])[2H])[2H]